C12(CCC(CC1)O2)C(CO)NC(OC(C)(C)C)=O tert-butyl (1-(7-oxabicyclo[2.2.1]heptan-1-yl)-2-hydroxyethyl)carbamate